(R)-N-(5-(3-ethyl-1,2,4-oxadiazol-5-yl)-2,3-dihydro-1H-inden-1-yl)-1-methyl-1H-pyrazole-4-carboxamide C(C)C1=NOC(=N1)C=1C=C2CC[C@H](C2=CC1)NC(=O)C=1C=NN(C1)C